(S)-2-((S)-2-(3-(2,5-dioxo-2,5-dihydro-1H-pyrrol-1-yl)propionamido)-3-methylbutanamido)-N-(4-(hydroxymethyl)phenyl)-5-ureidovaleramide O=C1N(C(C=C1)=O)CCC(=O)N[C@H](C(=O)N[C@H](C(=O)NC1=CC=C(C=C1)CO)CCCNC(=O)N)C(C)C